FC=1C=C(C=C2C(=C(C(=NC12)N1CCC2(OCCO2)CC1)C1=NC(=NO1)C)C)OC 8-(8-fluoro-6-methoxy-4-methyl-3-(3-methyl-1,2,4-oxadiazol-5-yl)quinolin-2-yl)-1,4-dioxa-8-azaspiro[4.5]decane